3-(1-(naphthalen-1-yl)pyrrolidin-2-yl)benzoic acid C1(=CC=CC2=CC=CC=C12)N1C(CCC1)C=1C=C(C(=O)O)C=CC1